ClC=1N=NC=2CCCCC2C1 3-chloro-5,6,7,8-tetrahydrocinnoline